1-(4-fluorophenyl)-3-(3-oxo-4-(pyridin-4-ylmethyl)-3,4-dihydro-2H-benzo[b][1,4]thiazin-6-yl)urea FC1=CC=C(C=C1)NC(=O)NC1=CC2=C(SCC(N2CC2=CC=NC=C2)=O)C=C1